4-(4,6-dimethoxy-1,3,5-triazin-2-yl)-4-methylmorpholinium hydrochloride Cl.COC1=NC(=NC(=N1)OC)[N+]1(CCOCC1)C